C(C1=CC=CC=C1)[C@H]1N(CCN(C1)S(=O)(=O)C)C1=NC=C2C(=N1)N(N=C2C=2C=C(C=CC2)O)C (R)-3-(6-(2-Benzyl-4-(methylsulfonyl)piperazin-1-yl)-1-methyl-1H-pyrazolo[3,4-d]pyrimidin-3-yl)phenol